1-(7-chloro-8-fluoro-2-(((2r,7as)-2-fluoro-hexahydro-1H-pyrrolizin-7a-yl)methoxy)pyrido[4,3-d]pyrimidin-4-yl)-3-methylpiperidin-3-ol ClC1=C(C=2N=C(N=C(C2C=N1)N1CC(CCC1)(O)C)OC[C@]12CCCN2C[C@@H](C1)F)F